FC1=CC=C(C=C1)C=1C=NC2=C3N=CC(=CC3=CC=C2C1)C1=CC=C(C=C1)F 3,8-bis(4-fluorophenyl)-1,10-phenanthroline